2-chloro-N-(5-(4-chloro-2-(4-(4-methylpiperazin-1-yl)phenyl)-1H-pyrrolo[2,3-b]pyridin-3-yl)-2-methylphenyl)acetamide ClCC(=O)NC1=C(C=CC(=C1)C1=C(NC2=NC=CC(=C21)Cl)C2=CC=C(C=C2)N2CCN(CC2)C)C